OCC(C([2H])([2H])[2H])NC(OC(C)(C)C)=O tert-butyl N-[1-hydroxy(3,3,3-2H3)propan-2-yl]carbamate